1-[2-chloro-4-(trifluoromethyl)phenyl]-N-[2-(dimethylamino)ethyl]-4-{3-fluoro-2'-methoxy-[2,3'-bipyridin]-5-yl}piperidine-4-carboxamide ClC1=C(C=CC(=C1)C(F)(F)F)N1CCC(CC1)(C(=O)NCCN(C)C)C=1C=C(C(=NC1)C=1C(=NC=CC1)OC)F